tert-Butyl (S)-3-(2-((tert-butyldimethylsilyl)oxy)ethyl)-1-oxo-2-azaspiro[4.4]non-7-ene-2-carboxylate [Si](C)(C)(C(C)(C)C)OCC[C@H]1N(C(C2(C1)CC=CC2)=O)C(=O)OC(C)(C)C